diethyl 2-(hydroxyimino)-3-oxoadipate ON=C(C(=O)OCC)C(CCC(=O)OCC)=O